(4-(2-(4-cinnamylpiperazin-1-yl)ethoxy)phenyl)-1H-benzo[d]imidazole-5-carboxylic acid C(C=CC1=CC=CC=C1)N1CCN(CC1)CCOC1=CC=C(C=C1)N1C=NC2=C1C=CC(=C2)C(=O)O